3,5-Dichloro-4-fluorophenyl 3-deoxy-2-O-methyl-3-[4-(2-thiazolyl)-1H-1,2,3-triazol-1-yl]-1-thio-α-D-galactopyranoside CO[C@H]1[C@@H](SC2=CC(=C(C(=C2)Cl)F)Cl)O[C@@H]([C@@H]([C@@H]1N1N=NC(=C1)C=1SC=CN1)O)CO